N1=CC(=CC=C1)C=1C=C(C(=O)NCCC2=CC(=NO2)C(=O)OCC)C=CC1 ethyl 5-(2-(3-(pyridin-3-yl)benzamido)ethyl)isoxazole-3-carboxylate